CC1=C(C=C(C=C1)[N+](=O)[O-])S(=O)(=O)N[C@H](C(F)(F)F)CC1=NC=CC=C1 2-methyl-5-nitro-N-[(1S)-2,2,2-trifluoro-1-(2-pyridylmethyl)ethyl]benzenesulfonamide